BrC1=CC=C(C=C1)[C@@H](CCN1CCC(CC1)C(=O)OCC)NC(=O)C=1SC2=NC=3CC[C@@H](CC3C=C2N1)C(C)(C)C ethyl 1-((R)-3-(4-bromophenyl)-3-((S)-7-(tert-butyl)-5,6,7,8-tetrahydrothiazolo[5,4-b]quinoline-2-carboxamido)propyl)piperidine-4-carboxylate